N-(cyclopropylmethyl)-6-{3-[3-(difluoromethoxy)pyrrolidin-1-yl]propoxy}-7-methoxy-1H,2H,3H-cyclopenta[b]quinolin-9-amine C1(CC1)CNC1=C2C(=NC=3C=C(C(=CC13)OC)OCCCN1CC(CC1)OC(F)F)CCC2